C(CCCCCCCCCCC\C=C/CCCCCCCC)(=O)OCCCCCCCC octyl erucate